FC1=C2C(=NC(N(C2=CC=C1)C([2H])([2H])[2H])=O)N1CCCC2=C(C=CC=C12)C#CC(C)(C)O 5-fluoro-4-[5-(3-hydroxy-3-methyl-but-1-ynyl)-3,4-dihydro-2H-quinolin-1-yl]-1-(trideuteriomethyl)quinazolin-2-one